di-tert-butyl-(2R,4R)-4-((6-chloro-3-fluoro-4-iodopyridin-2-yl)methyl)-2-methylpiperidine-1,4-dicarboxylic acid C(C)(C)(C)C1[C@](N(CC[C@@]1(C(=O)O)CC1=NC(=CC(=C1F)I)Cl)C(=O)O)(C)C(C)(C)C